trans-rac-2,2-Dichloro-3-(3,5-dichlorophenyl)-N-(4-fluoro-3-(4,4,4-trifluoro-3-methylbutanamido)phenyl)cyclopropane-1-carboxamide ClC1([C@H]([C@@H]1C1=CC(=CC(=C1)Cl)Cl)C(=O)NC1=CC(=C(C=C1)F)NC(C[C@H](C(F)(F)F)C)=O)Cl |&1:25|